ClC1=C(C(=NN1C)C)S(=O)(=O)N1CCC2(CC(CO2)NC[C@@H](COC=2C=C(C=CC2)S(=O)(=O)NC)O)CC1 3-((2S)-3-(8-(5-chloro-1,3-dimethyl-1H-pyrazol-4-ylsulfonyl)-1-oxa-8-azaspiro[4.5]decan-3-ylamino)-2-hydroxypropoxy)-N-methylbenzenesulfonamide